FC1=C(C=CC(=C1)F)C(C(N1N=CN=C1)=NNC1=CC=C(C=C1)[N+](=O)[O-])=O 1-(2,4-difluorophenyl)-2-(2-(4-nitrophenyl)hydrazono)-2-(1H-1,2,4-triazol-1-yl)ethanone